tert-butyl 3-(4-fluoro-6-(pyrazolo[1,5-a]pyridin-3-yl)pyridin-2-yl)piperidine-1-carboxylate FC1=CC(=NC(=C1)C=1C=NN2C1C=CC=C2)C2CN(CCC2)C(=O)OC(C)(C)C